ClC1=C(C=C(C=C1)C(=O)N1CCC(CC1)COCCC1CCNCC1)N1C(NC(CC1)=O)=O 1-(2-chloro-5-(4-((2-(piperidin-4-yl)ethoxy)methyl)piperidine-1-carbonyl)phenyl)dihydropyrimidine-2,4(1H,3H)-dione